C(CCCCC)OP(=O)([O-])[O-] n-Hexylphosphat